3-{9-[Methyl-(7H-pyrrolo[2,3-d]pyrimidin-4-yl)-amino]-3-aza-spiro[5.5]undecane-3-carbonyl}-benzonitrile CN(C1CCC2(CCN(CC2)C(=O)C=2C=C(C#N)C=CC2)CC1)C=1C2=C(N=CN1)NC=C2